NC=1N=C(C2=C(N1)NC(=C2)C2=CC(=CC(=C2)F)F)C=2C(=C(C=CC2)N2C(C1=C(C=C(C=C1C=C2)C2CC2)F)=O)CO 2-{3-[2-amino-6-(3,5-difluorophenyl)-7H-pyrrolo[2,3-d]pyrimidin-4-yl]-2-(hydroxymethyl)phenyl}-6-cyclopropyl-8-fluoroisoquinolin-1(2H)-one